C=CC=CCCCCCCC(CCCCCC)=O 11-heptadecadienal